ClC=1C(=NC=CC1C1=C(C(=CC=C1)NC1=NC=CC(=C1F)CNC[C@@H](C)O)Cl)C1=CC(=C(CNC[C@H]2CCC(N2)=O)C(=C1)OC)F (R)-5-(((4-(3-chloro-4-(2-chloro-3-((3-fluoro-4-((((R)-2-hydroxypropyl)amino)methyl)pyridin-2-yl)amino)phenyl)pyridin-2-yl)-2-fluoro-6-methoxybenzyl)amino)methyl)pyrrolidin-2-one